1-(3-((5-fluoropyrimidin-2-yl)oxy)propyl)piperidin-4-amine hydrochloride Cl.FC=1C=NC(=NC1)OCCCN1CCC(CC1)N